N-(5-(cyclohexylethynyl)-2-(4-methylpiperidin-1-yl)phenyl)-6-oxo-4-(trifluoromethyl)-1,6-dihydropyridine-3-carboxamide C1(CCCCC1)C#CC=1C=CC(=C(C1)NC(=O)C1=CNC(C=C1C(F)(F)F)=O)N1CCC(CC1)C